FC1=C(C(=O)O)C=CC=N1 2-fluoronicotinic acid